FC12CC(C1)(C2)C2=C(CCC(C2)(C)C)CN2CCN(CC2)C2=CC=C(C(=O)OCC)C=C2 ethyl 4-(4-((2-(3-fluorobicyclo[1.1.1]pentan-1-yl)-4,4-dimethylcyclohex-1-en-1-yl)methyl)piperazin-1-yl)benzoate